C(C1=CC=CC=C1)(=O)N1C(OC(C2=C1C=CC(=C2)C)=O)=O 1-benzoyl-6-methyl-2H-benzo[d][1,3]Oxazine-2,4(1H)-dione